[N+](=O)(O)[O-].[Cr](=O)(=O)(O)O chromic acid nitrate